ClC=1C=2C(N=C3N(C2C=CC1)C1=CC(=CC=C1C3(C)C)C3CCN(CC3)CCNC(OC(C)(C)C)=O)=O tert-butyl (2-(4-(4-chloro-7,7-dimethyl-5-oxo-5,7-dihydroindolo[1,2-a]quinazolin-10-yl)piperidin-1-yl)ethyl)carbamate